[N+](=O)([O-])C1=CC=C(OP2(OCCC(O2)C2=CC=NC=C2)=O)C=C1 2-(4-nitrophenoxy)-4-(pyridin-4-yl)-1,3,2-dioxaphosphorinane 2-oxide